3-(2-chloro-5-fluorophenyl)-6-(cyclopentanesulfonylamino)-1-oxoisoindole ClC1=C(C=C(C=C1)F)C1=NC(C2=CC(=CC=C12)NS(=O)(=O)C1CCCC1)=O